ClC1=NC=2C=CC=CC2C2=C1NC(N2CC2=CC(=CC=C2)NC2CCCC2)=O 4-chloro-1-(3-(cyclopentylamino)benzyl)-1H-imidazo[4,5-c]Quinolin-2(3H)-one